ClC1=CC=C(C=C1)C=1C(=NN2C1N=C(C=C2N2CC(C2)(C)C#N)OCC(C)(C)O)C=2C=CC(=NC2)C#N 5-[3-(4-chlorophenyl)-7-(3-cyano-3-methyl-azetidin-1-yl)-5-(2-hydroxy-2-methyl-propoxy)pyrazolo[1,5-a]pyrimidin-2-yl]pyridine-2-carbonitrile